5-(p-fluorophenyl)-hydantoin FC1=CC=C(C=C1)C1C(NC(N1)=O)=O